COC[C@H](OCC=1N=CSC1)C1=CC(=C(C(=O)NC2(CC2)C2=CC(=NC3=CC=CC=C23)C2=CC(=NN2)C(=O)N(C)C)C=C1)C |o1:3| rel-(R)-5-(4-(1-(4-(2-methoxy-1-(thiazol-4-ylmethoxy)ethyl)-2-methylbenzamido)cyclopropyl)quinolin-2-yl)-N,N-dimethyl-1H-pyrazole-3-carboxamide